C(C1=CC=CC=C1)N1N=C(C(=C1)C1=C(C=C(C=C1)NC([C@H](C(C1=CC=CC=C1)C1=CC=CC=C1)NC(=O)C1=CC=NN1C)=O)F)C (S)-N-(1-((4-(1-benzyl-3-methyl-1H-pyrazol-4-yl)-3-fluorophenyl)amino)1-oxo-3,3-diphenylpropan-2-yl)-1-methyl-1H-pyrazole-5-carboxamide